(2S)-3-phenyl-2-[[4-(trifluoromethyl)benzoyl]amino]propanoic acid C1(=CC=CC=C1)C[C@@H](C(=O)O)NC(C1=CC=C(C=C1)C(F)(F)F)=O